C(=O)(O)[C@H](CNC([C@H](CC1=CC=CC=C1)NC(C(=O)O)CCC1=CC=CC=C1)=O)O 2-[[(2S)-1-[[(2S)-2-Carboxy-2-hydroxyethyl]amino]-1-oxo-3-phenylpropan-2-yl]amino]-4-phenylbutanoic acid